[C@@H]1([C@H](O)[C@H](O)[C@@H](CO)O1)N1N=NC=2C(N)=NC=NC12 8-Azaadenosine